1,1,1,3,3,3-hexafluoropropan-2-yl (±)-1-(isoxazol-3-ylcarbamoyl)-6-azaspiro[2.5]octane-6-carboxylate O1N=C(C=C1)NC(=O)[C@@H]1CC12CCN(CC2)C(=O)OC(C(F)(F)F)C(F)(F)F |r|